ClC=1C(=CC(=NC1)OC)C(C(=O)OC)(C)C methyl 2-(5-chloro-2-methoxypyridin-4-yl)-2-methylpropionate